COC(CCOC)C1=CC(=C(C(=C1)C(C)C)N1C(C=CC1=O)=O)C(C)C N-(4-(1,3-dimethoxypropyl)-2,6-diisopropylphenyl)-maleimide